8-(6-tert-butylpyridin-3-yl)-6-oxo-2H,3H,4H,6H-pyrimido[2,1-b][1,3]oxazine-7-carbonitrile C(C)(C)(C)C1=CC=C(C=N1)C=1N=C2OCCCN2C(C1C#N)=O